1-((1-(4-acetylphenyl)piperidin-4-yl)methyl)pyrrolidine C(C)(=O)C1=CC=C(C=C1)N1CCC(CC1)CN1CCCC1